CC1=C(C(=CC(=C1)C)C)C1=NC(=NC(=N1)C1=C(C=C(C=C1)OCC(COCCCC)O)O)C1=C(C=C(C=C1)OCC(COCCCC)O)O 2-(2,4,6-trimethylphenyl)-4,6-bis[2-hydroxy-4-(3-butyloxy-2-hydroxypropyloxy)-phenyl]-s-triazine